BrCC(=O)NC1=C(C(=CC=C1C)OC)C 2-bromo-N-(3-methoxy-2,6-dimethyl-phenyl)acetamide